ClC1=C2C(C(NC2=C(C=C1)Cl)=O)(CC(=O)C1=CC=C(C=C1)N1CCOCC1)O 4,7-dichloro-3-hydroxy-3-(2-(4-morpholinophenyl)-2-oxoethyl)indolin-2-one